(R,R)-1,2-diaminocyclohexan N[C@H]1[C@@H](CCCC1)N